FC=1C=C(C=C(C1)F)C1CC=NN1C(=O)C12CC(C1)(C2)COC2=NN(C(=C2)C#N)C 3-((3-(5-(3,5-difluorophenyl)-4,5-dihydro-1H-pyrazole-1-carbonyl)bicyclo[1.1.1]pentan-1-yl)methoxy)-1-methyl-1H-pyrazole-5-carbonitrile